C1OCC12CCN(CC2)CCCOC2=CC=C(C=N2)C2=C(C=C1N=CC=3N(C(N4[C@H](COC2=C1C34)C)=O)C)F (S)-7-(6-(3-(2-oxa-7-azaspiro[3.5]non-7-yl)propoxy)pyridin-3-yl)-6-fluoro-2,10-Dimethyl-9,10-dihydro-8-oxa-2,4,10a-triazanaphtho[2,1,8-cde]azulene-1(2H)-one